N-(5-fluoro-2-((4-fluorobenzyl)oxy)benzyl)-1-methylpiperidin-4-amine FC=1C=CC(=C(CNC2CCN(CC2)C)C1)OCC1=CC=C(C=C1)F